BrC1=CN=CC=N1 6-bromopyrazine